2-(hydroxymethyl)-N-(4-hydroxyphenyl)-N-methylhexa-5-enamide OCC(C(=O)N(C)C1=CC=C(C=C1)O)CCC=C